Tellurium Octadecen C=CCCCCCCCCCCCCCCCC.[Te]